3-(5-(cyclopropylethynyl)-4-((2,2,2-trifluoroethyl)amino)pyridin-2-yl)-1-(6-formyl-5-((4-methyl-2-oxopiperazin-1-yl)methyl)pyridin-2-yl)-1-methylurea C1(CC1)C#CC=1C(=CC(=NC1)NC(N(C)C1=NC(=C(C=C1)CN1C(CN(CC1)C)=O)C=O)=O)NCC(F)(F)F